5-(2-((2-(tert-Butoxycarbonyl)-7-chloro-1,2,3,4-tetrahydroisoquinolin-6-yl)amino)-5-carbamoylpyrimidin-4-yl)thiophene-3-carboxylic acid C(C)(C)(C)OC(=O)N1CC2=CC(=C(C=C2CC1)NC1=NC=C(C(=N1)C1=CC(=CS1)C(=O)O)C(N)=O)Cl